FC=1C=C2C(=NC1NC(OC(C)(C)C)=O)CCCO2 tert-butyl N-(7-fluoro-3,4-dihydro-2H-pyrano[3,2-b]pyridin-6-yl)carbamate